C(C1=CC=CC=C1)N1N=C(C=C1)C1=CC=C2C(=N1)C(=CS2)C2=CC=NC=C2 5-(1-benzyl-1H-pyrazol-3-yl)-3-(pyridin-4-yl)thieno[3,2-b]pyridine